1-{Amino[5-(2-hydroxypropan-2-yl)-1,3-thiazol-2-yl]oxo-λ6-sulfanylidene}-3-[8-(3,4-dimethylphenyl)-1,2,3,5,6,7-hexahydro-s-indacen-4-yl]urea NS(=NC(=O)NC1=C2CCCC2=C(C=2CCCC12)C1=CC(=C(C=C1)C)C)(=O)C=1SC(=CN1)C(C)(C)O